europium oxide, europium salt [Eu+3].[O-2].[Eu+3].[O-2].[O-2]